C1(=CC=CC=C1)C1(OC2=C(C=CC=3C(CC(OC23)C2=CC=C(C=C2)OCCCCOC2OCCCC2)=O)O1)C1=CC=CC=C1 2,2-diphenyl-8-(4-(4-((tetrahydro-2H-pyran-2-yl)oxy)butoxy)phenyl)-7,8-dihydro-6H-[1,3]dioxolo[4,5-h]chromen-6-one